2-chloro-N-((1-((4-chlorophenyl)-D-leucyl)piperidin-4-yl)methyl)acetamide ClCC(=O)NCC1CCN(CC1)C([C@H](NC1=CC=C(C=C1)Cl)CC(C)C)=O